2-(6-Cyclopropyl-4-(4-fluoro-2-(4-methyl-4H-1,2,4-triazol-3-yl)phenyl)pyridin-2-yl)-6-((((1-hydroxycyclobutyl)methyl)(methyl)amino)methyl)isoindolin-1-one C1(CC1)C1=CC(=CC(=N1)N1C(C2=CC(=CC=C2C1)CN(C)CC1(CCC1)O)=O)C1=C(C=C(C=C1)F)C1=NN=CN1C